5-bromo-N-(2-carbamoyl-4-chloro-6-methyl-phenyl)-2-[1-(difluoromethyl)cyclopropyl]pyrazole-3-carboxamide BrC=1C=C(N(N1)C1(CC1)C(F)F)C(=O)NC1=C(C=C(C=C1C)Cl)C(N)=O